N1=CNC2=NC=CC(=C21)C=2C=NN(C2)C2=CC=C(C=N2)[C@@H](CCNC(C)C)C(F)(F)F (R)-3-(6-(4-(3H-imidazo[4,5-b]pyridin-7-yl)-1H-pyrazol-1-yl)pyridin-3-yl)-4,4,4-trifluoro-N-isopropylbutan-1-amine